C(C)C1\C(\CN2C(CCC12)=O)=C/F (E)-ethyl-2-(fluoromethylene)-5-oxotetrahydro-1H-pyrrolizine